Methyl 1-amino-2-cyclopropyl-7-methoxy-1H-indole-5-carboxylate NN1C(=CC2=CC(=CC(=C12)OC)C(=O)OC)C1CC1